C1[C@H](O1)C2=CC=CC=C2 (R)-(+)-styrene oxide